N1=C(C=C2COCCN21)C(=O)N2CCN(CC2)C(COC=2C=CC=C1C(=NN(C21)C)C2C(NC(CC2)=O)=O)=O 3-(7-(2-(4-(6,7-Dihydro-4H-pyrazolo[5,1-c][1,4]oxazine-2-carbonyl)piperazin-1-yl)-2-oxoethoxy)-1-methyl-1H-indazol-3-yl)piperidine-2,6-dione